5-bromo-N-((1r,4r)-4-(3-chloro-4-cyanophenoxy)cyclohexyl)pyrimidine-2-carboxamide BrC=1C=NC(=NC1)C(=O)NC1CCC(CC1)OC1=CC(=C(C=C1)C#N)Cl